C(C)N1CCN(CC1)C(CCO)CCO 3-(4-Ethylpiperazin-1-yl)Pentan-1,5-Diol